ammonium dodecanoate, lithium salt [Li].C(CCCCCCCCCCC)(=O)[O-].[NH4+]